C(CCCCCCC)C1=C(C=CC=C1)O octylphenyl alcohol